2-chloro-6-difluoromethylnicotinate ClC1=C(C(=O)[O-])C=CC(=N1)C(F)F